2-(4-isopropyl-5-(8-methoxy-[1,2,4]triazolo[1,5-a]pyridin-6-yl)-1H-pyrazol-3-yl)-5-(2,6-diazaspiro[3.3]hept-2-yl)thiazole 2'-fluoro-5-methyluridine-3'-phosphate P(=O)(O)(O)O[C@H]1[C@]([C@@H](O[C@@H]1CO)N1C(=O)NC(=O)C(=C1)C)(O)F.C(C)(C)C=1C(=NNC1C=1C=C(C=2N(C1)N=CN2)OC)C=2SC(=CN2)N2CC1(C2)CNC1